4-[(4-{3-cyano-2-[4-(7H-pyrrolo[2,3-d]pyrimidin-4-yl)-1H-pyrazol-1-yl]propyl}piperazin-1-yl)carbonyl]-3-fluoro-benzonitrile C(#N)CC(CN1CCN(CC1)C(=O)C1=C(C=C(C#N)C=C1)F)N1N=CC(=C1)C=1C2=C(N=CN1)NC=C2